ClC=1C=C2C(=NC1C1=CC=C(C=C1)C1=CC=C(C=C1)N1N=CC(=C1)CC(C)(C)O)NC(=N2)O[C@@H]2CO[C@H]1[C@@H]2OC[C@H]1O (3R,3aR,6R,6aR)-6-((6-chloro-5-(4'-(4-(2-hydroxy-2-methylpropyl)-1H-pyrazol-1-yl)-[1,1'-biphenyl]-4-yl)-3H-imidazo[4,5-b]pyridin-2-yl)oxy)hexahydrofuro[3,2-b]furan-3-ol